C[O-].[Ti+4].ClC1=C(C(=O)NC2=NN=NN2CCOC)C=CC(=C1C(=O)N(C)C)S(=O)(=O)C.C[O-].C[O-].C[O-] 2-chloro-N1-[1-(2-methoxyethyl)-1H-tetrazol-5-yl]-N3,N3-dimethyl-4-(methylsulfonyl)isophthalamide titanium (IV) methoxide